C(C)(C)(C)OC(N[C@@H]1CC[C@H](CC1)N(C1=CC=C(C=C1)C=1C=NN(C1)C)C(NCC1=CC=CC=C1)=O)=O (trans-4-((benzylcarbamoyl)(4-(1-methyl-1H-pyrazol-4-yl)phenyl)amino)cyclohexyl)carbamic acid tert-butyl ester